2-butylamino-1,4-benzoquinone C(CCC)NC=1C(C=CC(C1)=O)=O